ethyl 3-[1-(4-bromobutyl)-4-methyl-1H-benzotriazol-5-yl]-3-{3-fluoro-5-[(6-hydroxy-2,2-dioxo-2H-1,2λ6,3-benzoxathiazin-3(4H)-yl)methyl]-4-methylphenyl}propanoate BrCCCCN1N=NC2=C1C=CC(=C2C)C(CC(=O)OCC)C2=CC(=C(C(=C2)CN2S(OC1=C(C2)C=C(C=C1)O)(=O)=O)C)F